CC=1C=C(C=C(C1)C)F 3,5-dimethyl-fluorobenzene